Cl.NC(=N)N.NC(=N)N bisGuanidine hydrochloride